N=1CCCCC1C=1C=C2C=NNC2=CC1 5-(2,3,4,5-tetrahydropyridin-6-yl)-1H-Indazole